C(C)C1OC(C2=C(O1)C(=C(C=C2CCCCC)O)C2C=C(CCC2C(=C)C)C)=O 2-ethyl-7-hydroxy-8-(3-methyl-6-(prop-1-en-2-yl)cyclohex-2-en-1-yl)-5-pentyl-4H-benzo[d][1,3]dioxin-4-one